dicyano-propionitrile C(#N)C(C#N)(C)C#N